1-(3,5-difluorobenzyl)-6-(3-(difluoromethyl)-5H-pyrrolo[2,3-b]pyrazin-5-yl)-2-methyl-1H-imidazo[4,5-b]pyridine FC=1C=C(CN2C(=NC3=NC=C(C=C32)N3C=CC=2C3=NC(=CN2)C(F)F)C)C=C(C1)F